3-Butyl-7-(ethylsulfanyl)-8-hydroxy-5-phenyl-2,3,4,5-tetrahydro-1,5-benzothiazepine 1,1-dioxide C(CCC)C1CS(C2=C(N(C1)C1=CC=CC=C1)C=C(C(=C2)O)SCC)(=O)=O